N-(7-cyclopropylbenzo[d]isoxazol-3-yl)-5-ethyl-2-methoxybenzenesulfonamide C1(CC1)C1=CC=CC=2C(=NOC21)NS(=O)(=O)C2=C(C=CC(=C2)CC)OC